7-bromo-3-butyl-8-methoxy-5-phenyl-2,3,4,5-tetrahydrobenzo[b][1,4]thiazepine 1,1-dioxide BrC1=CC2=C(S(CC(CN2C2=CC=CC=C2)CCCC)(=O)=O)C=C1OC